FC1(OC=2C(=CC3=C(N=C(S3)NC([C@H](C)N3CC(C(CC3)(F)F)C3=CNC(C(=C3)C(CO)O)=O)=O)C2)O1)F (2S)-N-(2,2-difluoro-[1,3]dioxolo[4',5':4,5]benzo[1,2-d]thiazol-6-yl)-2-(3-(5-(1,2-dihydroxyethyl)-6-oxo-1,6-dihydropyridin-3-yl)-4,4-difluoropiperidin-1-yl)propanamide